ClC1=C(C(=C(C=C1)NC([O-])=O)C=1N=CN(C(C1)=O)[C@H]1CCC[C@H](C(NC=2C=NN(C2C=2C=CN=C1C2)C)=O)C)F N-(4-Chloro-2-{1-[(9R,13S)-3,9-dimethyl-8-oxo-3,4,7,15-tetraazatricyclo[12.3.1.02,6]octadeca-1(18),2(6),4,14,16-pentaen-13-yl]-6-oxo-1,6-dihydropyrimidin-4-yl}-3-fluorophenyl)carbamate